ClC1=C(C=C2CCN(C2=C1)C1=C(C=NC2=CC=C(C=C12)B1OC(C(O1)(C)C)(C)C)C#N)F 4-(6-chloro-5-fluoro-indolin-1-yl)-6-(4,4,5,5-tetramethyl-1,3,2-dioxaborolan-2-yl)quinoline-3-carbonitrile